1-[4-[cyclohexyl-(2-methylpropyl)amino]-3-nitrophenyl]cyclopentane-1-carbonitrile C1(CCCCC1)N(C1=C(C=C(C=C1)C1(CCCC1)C#N)[N+](=O)[O-])CC(C)C